C12CN(CC(CC1)N2)C2=CC=C1C[C@H](COC1=C2)NC(=O)C2=C(C1=C(N=C(S1)C)S2)N N-((3R)-7-(3,8-diazabicyclo[3.2.1]octan-3-yl)chroman-3-yl)-6-amino-2-methylthieno[2,3-d]thiazole-5-carboxamide